NC=CC(=O)NC=1N=C(NC1)C 3-amino-N-(2-methyl-1H-imidazol-4-yl)acrylamide